NC1=NC=CC(=C1Cl)SC=1C=CC=2C(=NC=C(N2)N2C[C@@H]3C([C@H](C2)C3)N)N1 (1R,5S,6R)-3-(6-((2-amino-3-chloropyridin-4-yl)thio)pyrido[2,3-b]pyrazin-2-yl)-3-azabicyclo[3.1.1]heptan-6-amine